S1C=C(C2=C1C=CC=C2)CC2C[C@H](NC2)C(=O)O gamma-(3-benzothiophenylmethyl)-proline